methyl-N-(3-(((5-methyl-2-((1,2,3,4-tetrahydroisoquinolin-6-yl)amino)pyrimidin-4-yl)amino)methyl)pyrazin-2-yl)methanesulfonamide CCS(=O)(=O)NC1=NC=CN=C1CNC1=NC(=NC=C1C)NC=1C=C2CCNCC2=CC1